FC1=CC(=C(C(=O)NC2=NC(=CC=C2)C(=O)C2CCN(CC2)C)C=C1)C(F)(F)F 4-Fluoro-N-[6-(1-methyl-piperidine-4-carbonyl)-pyridin-2-yl]-2-trifluoromethyl-benzamide